(S,E)-3-(7-amino-8-oxo-6,7,8,9-tetrahydro-5H-pyrido[2,3-b]azepin-3-yl)-N-methyl-N-((3-methylbenzofuran-2-yl)methyl)acrylamide N[C@H]1CCC2=C(NC1=O)N=CC(=C2)/C=C/C(=O)N(CC=2OC1=C(C2C)C=CC=C1)C